2,3,5,6-tetrafluoro-4-(1,2,3-triazole-1-yl)pyridine FC1=NC(=C(C(=C1F)N1N=NC=C1)F)F